O1C(CCCC1)N1N=CC2=CC=C(C=C12)C=CC(=O)NC1=C(C=CC=C1)COC1=CC=CC=C1 3-[1-(oxan-2-yl)indazol-6-yl]-N-[2-(phenoxymethyl)phenyl]prop-2-enamide